4-(2-(N-(2-cyanobenzyl)-2,3,4,6-tetrafluorophenylsulfonamido)-N-(3,5-dicyclopropylbenzyl)acetamido)-3-ethoxybenzoic acid C(#N)C1=C(CN(S(=O)(=O)C2=C(C(=C(C=C2F)F)F)F)CC(=O)N(CC2=CC(=CC(=C2)C2CC2)C2CC2)C2=C(C=C(C(=O)O)C=C2)OCC)C=CC=C1